CC1(C(OB(O1)C(=C)C)(C)C)C tetramethyl-2-(prop-1-en-2-yl)-1,3,2-dioxaborolane